C(C1=CC=CC=C1)NC(N(C1=NC=C(C=N1)C=1C=NC(=NC1)OC)[C@@H]1CC[C@H](CC1)NC1=NC=C(C(=N1)N1CCC(CC1)(CO)F)C(F)(F)F)=O 3-benzyl-1-(trans-4-((4-(4-fluoro-4-(hydroxymethyl)piperidin-1-yl)-5-(trifluoromethyl)pyrimidin-2-yl)amino)cyclohexyl)-1-(2'-methoxy-5,5'-bipyrimidin-2-yl)urea